C1(CC1)C([C@@H](C(=O)NC1=CC=C(C=C1)C=1C(=NNC1C)C)NC(=O)C=1N(N=CC1)CC(F)F)C1CC1 N-[(1S)-1-(dicyclopropylmethyl)-2-[4-(3,5-dimethyl-1H-pyrazol-4-yl)anilino]-2-oxo-ethyl]-2-(2,2-difluoroethyl)pyrazole-3-carboxamide